4-{2-azaspiro[3.5]non-7-ylhydroxy}piperidine-1-carboxylic acid benzyl ester C(C1=CC=CC=C1)OC(=O)N1CCC(CC1)OC1CCC2(CNC2)CC1